ClC=1CN(C(=CC1OC([2H])([2H])C1=NC=C(C=C1F)F)C)C1=CC(=NC=C1C)N1CC(=CC=C1)C(C([2H])([2H])[2H])(C([2H])([2H])[2H])O 3''-chloro-4''-((3,5-difluoropyridin-2-yl)methoxy-d2)-3-(2-hydroxypropan-2-yl-1,1,1,3,3,3-d6)-5',6''-dimethyl-2H,2''H-[1,2':4',1''-terpyridine]